8-tert-butylindenofluorene-6,12-dione C(C)(C)(C)C=1C=CC2=CC3=C4C(=CC(C3=C2C1)=O)C1=CC=CC=C1C4=O